FC=1C=C(C#N)C=C(C1)OC1=CC=C2C=3C(CC(C13)F)(C(C2(F)F)(F)F)O 3-fluoro-5-((1,3,3,4,4-pentafluoro-2a-hydroxy-2,2a,3,4-tetrahydro-1H-cyclopenta[cd]inden-7-yl)oxy)-benzonitrile